ClC1=C(C=C(C=C1OC)OC)C1=CC2=C(N=C(N=C2)NC2CC(CC2)O)N2C1=NN=C2 3-((6-(2-chloro-3,5-dimethoxyphenyl)-[1,2,4]triazolo[4',3':1,6]pyrido[2,3-d]pyrimidin-2-yl)amino)cyclopentan-1-ol